C(CCCCCCCCCCCCCCCCCC)(=O)N[C@@H](CCC(=O)O)C(=O)O N-n-nonadecanoyl-glutamic acid